N-(5-{[4-(4-bromo-1H-imidazol-1-yl)phenyl]carbamoyl}-2-methylphenyl)-1-methyl-1H-imidazole-5-carboxamide BrC=1N=CN(C1)C1=CC=C(C=C1)NC(=O)C=1C=CC(=C(C1)NC(=O)C1=CN=CN1C)C